C(C1=CC=CC=C1)O[C@]1(C2=NN=C(C3=C(C=C(C(NC(CCC=CC1)C=1OC=CN1)=N3)C(F)(F)F)[N+](=O)[O-])O2)C(F)(F)F (6R)-6-benzyloxy-17-nitro-12-oxazol-2-yl-6,15-bis(trifluoromethyl)-19-oxa-3,4,13,18-tetraazatricyclo[12.3.1.12,5]nonadeca-1(17),2,4,8,14(18),15-hexa-ene